O(S(=O)(=O)C(F)(F)F)C1=NC(=NC=2CC(CCC12)C1=CC(=CC2=CC=CC=C12)O[Si](C)(C)C(C)(C)C)SC 7-(3-((tert-butyldimethylsilyl) oxy) naphthalen-1-yl)-2-(methylsulfanyl)-5,6,7,8-tetrahydroquinazolin-4-yl triflate